1-(5-(3-ethylimidazo[1,2-a]pyrimidin-6-yl)pyrrolo[2,1-f][1,2,4]triazin-2-yl)-N4,N4-dimethylcyclohexane-1,4-diamine C(C)C1=CN=C2N1C=C(C=N2)C=2C=CN1N=C(N=CC12)C1(CCC(CC1)N(C)C)N